(3-(difluoromethoxy)-4-((3-(8-(((3S,4R)-3-fluoro-1-methylpiperidin-4-yl)amino)-3-((trifluoromethyl)thio)imidazo[1,2-a]pyridin-2-yl)prop-2-yn-1-yl)amino)phenyl)dimethylphosphine oxide FC(OC=1C=C(C=CC1NCC#CC=1N=C2N(C=CC=C2N[C@H]2[C@H](CN(CC2)C)F)C1SC(F)(F)F)P(C)(C)=O)F